tert-Butyl 3-(4-fluoro-1-{[5-(6-methylpyridazin-3-yl)-1,2,4-oxadiazol-3-yl]methyl}-1H-indazol-3-yl)azetidine-1-carboxylate FC1=C2C(=NN(C2=CC=C1)CC1=NOC(=N1)C=1N=NC(=CC1)C)C1CN(C1)C(=O)OC(C)(C)C